4-amino-6-(4-bromo-2,5-difluorophenyl)-3-chloro-pyridine-2-carboxylic acid methyl ester COC(=O)C1=NC(=CC(=C1Cl)N)C1=C(C=C(C(=C1)F)Br)F